(2R,4S)-4-((4-(nonanoyloxy)-3-((nonanoyloxy)methyl)butanoyl)oxy)-2-(((4-(nonanoyloxy)-3-((nonanoyloxy)methyl)butanoyl)oxy)methyl)pyrrolidin-1-ium trifluoroacetate FC(C(=O)[O-])(F)F.C(CCCCCCCC)(=O)OCC(CC(=O)O[C@H]1C[C@@H]([NH2+]C1)COC(CC(COC(CCCCCCCC)=O)COC(CCCCCCCC)=O)=O)COC(CCCCCCCC)=O